benzyl (2-(2-(5-(chlorocarbonyl)-1H-pyrazol-1-yl)ethoxy)ethyl)carbamate ClC(=O)C1=CC=NN1CCOCCNC(OCC1=CC=CC=C1)=O